ribitol 5-phosphate P(=O)(O)(O)OC[C@H]([C@H]([C@H](CO)O)O)O